(3S,6S)-1-(5-chloro-3-fluoropyridin-2-yl)-3-(hydroxymethyl)-6-methyl-4-(4-(trifluoromethyl)-benzyl)piperazine-2,5-dione ClC=1C=C(C(=NC1)N1C([C@@H](N(C([C@@H]1C)=O)CC1=CC=C(C=C1)C(F)(F)F)CO)=O)F